CC1=C(C=C(C2=C1OC(=CC2=O)C3=CC=C(C=C3)O)O)OC The molecule is a monomethoxyflavone that is sideroxylin in which the methyl group at position 6 has been replaced by a hydrogen. It has been isolated from Hydrastis canadensis and Dracaena cochinchinensis. It has a role as a plant metabolite. It is a dihydroxyflavone and a monomethoxyflavone. It derives from a sideroxylin.